N1N=CC(=C1)C1=CC=C(C=C1)N1CC2(CC1)OC1=C(C2)C=CC=C1 (4-(1H-pyrazol-4-yl)phenyl)-3H-spiro[benzofuran-2,3'-pyrrolidine]